BrC1=CC=CC(=N1)NC(=O)[C@H]1N(C[C@@H](C1)F)C(CN1N=C(C(=C1)C=1C=NN(C1)C1CC1)C(=O)N)=O 1-(2-((2S,4R)-2-((6-bromopyridin-2-yl)carbamoyl)-4-fluoropyrrolidin-1-yl)-2-oxoethyl)-1'-cyclopropyl-1H,1'H-[4,4'-bipyrazole]-3-carboxamide